FC=1C=C(C=CC1OC1=CC=NC2=CC(=C(N=C12)C(NC)=O)OC)NC(=O)C1(CC1)C(=O)NC1=CC=C(C=C1)F 1-N'-[3-fluoro-4-[[7-methoxy-6-(methylcarbamoyl)-1,5-naphthyridin-4-yl]oxy]phenyl]-1-N-(4-fluoro-phenyl)cyclopropane-1,1-dicarboxamide